C(C1=CC=CC=C1)OC1=C(C=C(C(=C1)I)Cl)Cl 1-(benzyloxy)-2,4-dichloro-5-iodobenzene